ethyl (R)-2-((S)-2-(2-(4-chlorophenyl)-2-methylpropanamido)-3,3-dimethylbutanamido)-5-(methylsulfonamido)pentanoate ClC1=CC=C(C=C1)C(C(=O)N[C@H](C(=O)N[C@@H](C(=O)OCC)CCCNS(=O)(=O)C)C(C)(C)C)(C)C